N=1CC(C=C2C=CC=NC12)=O 3-naphthyridone